NCC1CN(C(O1)=O)C1=C(C=C(C=C1)S(=O)(=O)N1CCN(CC1)C1=NC(=CC(=C1)C(F)(F)F)Cl)F 5-(Aminomethyl)-3-[4-[4-[6-chloro-4-(trifluoromethyl)-2-pyridyl]piperazin-1-yl]sulfonyl-2-fluoro-phenyl]oxazolidin-2-one